C=1(C(=CC=C2C=CC=CC12)S(=O)(=O)O)S(=O)(=O)O.N1C(C=CC=C1)=O pyridin-2(1H)-one naphthalenedisulfonate